C(C=C)C=1C=C(C=C(C1)C=C)O 3-allyl-5-vinylphenol